COC1=NC(=C(C(=N1)OC)C(=O)O)OC 2,4,6-trimethoxypyrimidine-5-carboxylic acid